P(O)(=O)(OP(=O)(O)OP(=O)(O)O)OC[C@@H]1[C@H]([C@H]([C@@](O1)(N1C(=O)N=C(N)C=C1)CC=CN)O)O 3-aminoallyl cytidine-5'-triphosphate